1,4,8,11-tetraazacyclotetradecane-1,4,8,11-tetraacetic acid tetraethyl ester C(C)OC(CN1CCN(CCCN(CCN(CCC1)CC(=O)OCC)CC(=O)OCC)CC(=O)OCC)=O